rac-trans-tert-butyl-1-(4-aminopyrimidin-2-yl)-4-methoxypiperidin-3-ylcarbamate C(C)(C)(C)OC(N[C@@H]1CN(CC[C@H]1OC)C1=NC=CC(=N1)N)=O |r|